CCCCCCCCCCCC(=O)OC[C@H](COP(=O)([O-])OCC[N+](C)(C)C)OC(=O)CCCCCCC/C=C\C/C=C\CCCC 1-dodecanoyl-2-(9Z,12Z-heptadecadienoyl)-glycero-3-phosphocholine